C(C1=CC=CC=C1)C1C2C=CC(C1)C2 5-benzyl-bicyclo[2.2.1]hept-2-ene